2-amino-2-((1-decyl-1H-1,2,3-triazol-4-yl)ethynyl)propane-1,3-diol tert-butyl-(1S,5R,7R)-7-(hydroxymethyl-d2)-3-(1-phenylethyl)-3,6-diazabicyclo[3.2.1]octane-6-carboxylate C(C)(C)(C)[C@@]12CN(C[C@H](N([C@H]1C([2H])([2H])O)C(=O)OCC(CO)(C#CC=1N=NN(C1)CCCCCCCCCC)N)C2)C(C)C2=CC=CC=C2